C(#N)[C@H]1[C@@H](CCC1)NC1=NC(=NC=C1C)NC=1C=CC=C(C#N)C1 5-((4-(((trans)-2-cyanocyclopentyl)amino)-5-methylpyrimidin-2-yl)amino)benzonitrile